CNC1=CC(=CC=C1)N N-methylbenzene-1,3-diamine